NC1=C(C=CC(=C1)C=1NC(C2=C(N1)NN=N2)=O)C2=CC=C(C=C2)C(=O)O 2'-amino-4'-(7-oxo-6,7-dihydro-3H-[1,2,3]triazolo[4,5-d]pyrimidin-5-yl)-[1,1'-biphenyl]-4-carboxylic acid